C(C1=CC(OC)=C(O)C(OC)=C1)(=O)OCCCCNC(=N)N 4-guanidino-1-butyl syringate